7-fluoro-2-methyl-6-(1-methyl-6-oxo-1,6-dihydropyridin-3-yl)phthalazin-1(2H)-one FC1=C(C=C2C=NN(C(C2=C1)=O)C)C1=CN(C(C=C1)=O)C